FC1=C(C=C2C=CC=NC2=C1)C(C)C=1N=C(C(=NC1)N)N (1-(7-fluoroquinolin-6-yl)ethyl)pyrazine-2,3-diamine